8-[tert-butyl(dimethyl)silyl]oxy-6-methoxy-naphthalen-2-ol [Si](C)(C)(C(C)(C)C)OC=1C=C(C=C2C=CC(=CC12)O)OC